N-((1-(3-chloro-5-nitropyridin-2-yl)azetidin-3-yl)methyl)-2-fluoro-4-(trifluoromethyl)benzamide ClC=1C(=NC=C(C1)[N+](=O)[O-])N1CC(C1)CNC(C1=C(C=C(C=C1)C(F)(F)F)F)=O